C[C@@H]1NC(NN=C1C1=CC(=C(C=C1)N1N=C(C=C1)C(F)(F)F)C(F)(F)F)=O (5S)-5-methyl-6-{3-(trifluoromethyl)-4-[3-(trifluoromethyl)-1H-pyrazol-1-yl]phenyl}-4,5-dihydro-1,2,4-triazin-3(2H)-one